vinyltributyl-peroxysilane methyl-3-[[4-(4-[3-[(4-amino-1-methylimidazol-2-yl)formamido]propanamido]-1-methylpyrrole-2-amido)-1-methylimidazol-2-yl]formamido]propanoate COC(CCNC(=O)C=1N(C=C(N1)NC(=O)C=1N(C=C(C1)NC(CCNC(=O)C=1N(C=C(N1)N)C)=O)C)C)=O.C(=C)OO[Si](CCCC)(CCCC)CCCC